N(C(=N)N)CCCCC(=O)NS(=O)(=O)C 5-guanidino-N-(methylsulfonyl)pentanamide